FC1=C(C(=CC(=C1)OCCN1CC(C1)CF)F)[C@H]1N([C@@H](CC2=C1NC1=CC=CC=C21)C)CC(CO)(F)F 3-[(1R,3R)-1-[2,6-difluoro-4-[2-[3-(fluoromethyl)azetidin-1-yl]ethoxy]phenyl]-3-methyl-1,3,4,9-tetrahydropyrido[3,4-b]indol-2-yl]-2,2-difluoropropan-1-ol